C(N)(=O)C1=CC(=C(C=C1)[C@@H]1OC2=C(C=CC=C2C=C1)C1CCN(CC1)CC1=NC2=C(N1C[C@H]1OCC1)C=C(C=C2)C(=O)O)F 2-((4-((R)-2-(4-carbamoyl-2-fluorophenyl)-2H-chromene-8-yl)piperidin-1-yl)methyl)-1-(((S)-oxetan-2-yl)methyl)-1H-benzo[d]imidazole-6-carboxylic acid